tert-butyl (7-((2-(3,4-difluorophenyl)-5-(3-((methoxycarbonyl)amino)-3-(pyridin-2-yl)piperidin-1-yl)pyridin-4-yl)methyl)imidazo[2,1-f][1,2,4]triazin-4-yl)carbamate FC=1C=C(C=CC1F)C1=NC=C(C(=C1)CC1=CN=C2C(=NC=NN21)NC(OC(C)(C)C)=O)N2CC(CCC2)(C2=NC=CC=C2)NC(=O)OC